FC(OC1=NC=CC(=C1)O[C@@H]1C[C@@H](N(C1)CC1=CN=C(S1)NC(C)=O)C)F N-(5-(((2S,4R)-4-((2-(difluoromethoxy)pyridin-4-yl)oxy)-2-methylpyrrolidin-1-yl)methyl)thiazol-2-yl)acetamide